(3-Aminopiperidin-1-yl)(2-(7-ethylpyrrolo[1,2-b]pyridazin-6-yl)-7-methoxy-1-methyl-1H-benzo[d]imidazol-5-yl)methanone NC1CN(CCC1)C(=O)C1=CC2=C(N(C(=N2)C=2C=C3N(N=CC=C3)C2CC)C)C(=C1)OC